benzyl (1-((1-(4-(2,6-bis(benzyloxy)pyridin-3-yl)phenyl)pyrrolidin-3-yl)methyl)piperidin-4-yl)carbamate C(C1=CC=CC=C1)OC1=NC(=CC=C1C1=CC=C(C=C1)N1CC(CC1)CN1CCC(CC1)NC(OCC1=CC=CC=C1)=O)OCC1=CC=CC=C1